6-acetamido-N-(5-methylpyridin-2-yl)indoline-5-carboxamide C(C)(=O)NC1=C(C=C2CCNC2=C1)C(=O)NC1=NC=C(C=C1)C